C(CC)C(C(=O)O)CCCCCC\C=C/CCCCCCCC propyloleic acid